FC(C=C)(F)N1N(C2=NC(=NC=C2C1=O)NC1=CC=C(C=C1)N1CCN(CC1)C)C1=NC(=CC=C1)C(C)(C)O 2-(1,1-Difluoroallyl)-1-(6-(2-hydroxypropan-2-yl)pyridin-2-yl)-6-((4-(4-methylpiperazin-1-yl)phenyl)amino)-1,2-dihydro-3H-pyrazolo[3,4-d]pyrimidin-3-one